C(=C)C(=C(C(=O)[O-])C)C=C Divinylmethacrylat